C(CC(=O)[O-])(=O)[O-].[Tl+].[Tl+] thallium malonate